CS(=O)(=O)OCC1CCN(CC1)C1=CC=C2C(C=3N(C=4C=CC=C(C4C(N3)=O)Cl)C2=C1)(C)C (1-(4-chloro-7,7-dimethyl-5-oxo-5,7-dihydroindolo[1,2-a]quinazolin-10-yl)piperidin-4-yl)methyl methanesulfonate